CC1(OB(OC1(C)C)C=1C=CC2=C(CCO2)C1)C 5-(4,4,5,5-tetramethyl-1,3,2-dioxaborolan-2-yl)-2,3-dihydrobenzofuran